F/C(=C/F)/I (1Z)-1,2-difluoro-1-iodo-ethene